N2-(3-(methylsulfonamido)phenyl)-N4-(5-phenyl-1H-pyrazol-3-yl)thiophene-2,4-dicarboxamide CS(=O)(=O)NC=1C=C(C=CC1)NC(=O)C=1SC=C(C1)C(=O)NC1=NNC(=C1)C1=CC=CC=C1